N-(5-methyl-1H-pyrazol-3-yl)-5-(pyridin-3-ylmethyl)-5H-pyrrolo[2,3-b]pyrazin-3-amine CC1=CC(=NN1)NC1=CN=C2C(=N1)N(C=C2)CC=2C=NC=CC2